(3S,4R)-1-((4-(2-(hydroxymethyl)pyridin-4-yl)phenyl)sulfonyl)-4-((5-(trifluoromethyl)pyridin-2-yl)amino)piperidin-3-ol OCC1=NC=CC(=C1)C1=CC=C(C=C1)S(=O)(=O)N1C[C@@H]([C@@H](CC1)NC1=NC=C(C=C1)C(F)(F)F)O